The molecule is an indole alkaloid that is a thienoindole ring with carboxamide group and chlorine substituents at positions 2 and 6 respectively. It has a role as an EC 1.14.13.39 (nitric oxide synthase) inhibitor. It is an indole alkaloid, an organosulfur heterocyclic compound, an organic heterotricyclic compound, an organochlorine compound, a monocarboxylic acid amide and an aromatic amide. C1=CC2=C(C=C1Cl)NC3=C2C=C(S3)C(=O)N